bis(2-ethylhexyl) (1R,2S,3S,4S)-bicyclo[2.2.1]hept-5-ene-2,3-dicarboxylate [C@H]12[C@@H]([C@H]([C@H](C=C1)C2)C(=O)OCC(CCCC)CC)C(=O)OCC(CCCC)CC